monopropargyl-flavanol C(C#C)C1(OC2=CC=CC=C2CC1O)C1=CC=CC=C1